ClC1=CC(=C(C=O)C=C1)OC(F)F C4-chloro-2-(difluoromethoxy)benzaldehyde